diethyl-2-hydroxyethyl phthalate C(C=1C(C(=O)[O-])=CC=CC1)(=O)OCC(O)(CC)CC